(2S)-2-((2-((4S)-4-(difluoromethyl)-2-hydroxy-1,2,3-oxathiazolidin-3-yl)-5,6-dihydrobenzo[f]imidazo[1,2-d][1,4]oxazepin-9-yl)amino)propanamide FC([C@H]1N(S(OC1)O)C=1N=C2N(CCOC3=C2C=CC(=C3)N[C@H](C(=O)N)C)C1)F